FC(OC=1C=CC(=C(C1)N1C(N([C@H](C1)C#N)C1=CN=CC2=CC=CC=C12)=O)F)F (R)-1-(5-(difluoromethoxy)-2-fluorophenyl)-3-(isoquinolin-4-yl)-2-oxoimidazolidine-4-carbonitrile